NC1=CC=C(C=C1)C=1C2=CC=C(N2)C(=C2C=CC(C(=C3C=CC(=C(C=4C=CC1N4)C4=CC=C(C=C4)N)N3)C3=CC=CC=C3)=N2)C2=CC=CC=C2 5,10-bis(4-aminophenyl)-15,20-diphenyl-porphyrin